C(C)OC(CCC#CC1=CC=2C(=NC=CC2S1)N([C@H]1CN(CCC1)C(=O)OC(C)(C)C)C(C1=C(C=C(C=C1)C=1SC(=NN1)C)F)=O)=O tert-butyl (3R)-3-[[2-(5-ethoxy-5-oxo-pent-1-ynyl)thieno[3,2-c]pyridin-4-yl]-[2-fluoro-4-(5-methyl-1,3,4-thiadiazol-2-yl)benzoyl]amino]piperidine-1-carboxylate